N1=C(C=C2COCCN21)NC=2C(N(C=C(C2)B2OC(C(O2)(C)C)(C)C)C)=O 3-(6,7-Dihydro-4H-pyrazolo[5,1-c][1,4]oxazin-2-ylamino)-1-methyl-5-(4,4,5,5-tetramethyl-1,3,2-dioxaborolan-2-yl)pyridin-2(1H)-one